(3-Fluoro-5-(thiophen-3-yl)phenyl)methanamine FC=1C=C(C=C(C1)C1=CSC=C1)CN